CC1=C(C(=CC=C1)C)NC(\C=C\C1=CC=C2C(=NNC2=C1)C)=O (E)-N-(2,6-dimethylphenyl)-3-(3-methyl-1H-indazol-6-yl)acrylamide